FC(C=1C=C2C(=NC1)N[C@@H](C2)CO)(F)F (S)-(5-(trifluoromethyl)-2,3-dihydro-1H-pyrrolo[2,3-b]pyridin-2-yl)Methanol